C1CC12CCN(CC2)C2CCN(CC2)C2=C(C=C(C(=C2)OC)NC2=NC=NC(=C2)N2OCC[C@@H]2C2=CC(=C(C=C2)F)Cl)NC(C=C)=O N-(2-(4-(6-azaspiro[2.5]octan-6-yl)piperidine-1-yl)-5-((6-((R)-3-(3-chloro-4-fluorophenyl)-isoxazolidine-2-yl)pyrimidine-4-yl)amino)-4-methoxyphenyl)acrylamide